N[C@@H](CNC(=O)C=1C=NC2=C(C=CC=C2C1)C1=CCC(CC1)(F)F)C (R)-N-(2-aminopropyl)-8-(4,4-difluorocyclohex-1-en-1-yl)quinoline-3-carboxamide